4,6-diphenyl-2-(2'-(4,4,5,5-tetramethyl-1,3,2-dioxaborolan-2-yl)-[1,1'-biphenyl]-4-yl)pyrimidine C1(=CC=CC=C1)C1=NC(=NC(=C1)C1=CC=CC=C1)C1=CC=C(C=C1)C1=C(C=CC=C1)B1OC(C(O1)(C)C)(C)C